(2R)-2,6-difluorotetrahydro-1H-pyrrolizin F[C@@H]1CC2=CC(CN2C1)F